ethyl (S)-3-amino-3-(5-bromo-2-fluoro-3-methylphenyl)propanoate N[C@@H](CC(=O)OCC)C1=C(C(=CC(=C1)Br)C)F